3,4-difluoro-N-(4-fluoro-3-(3-(pyrrolidin-1-yl)quinoxaline-6-carbonyl)phenyl)benzamide FC=1C=C(C(=O)NC2=CC(=C(C=C2)F)C(=O)C=2C=C3N=C(C=NC3=CC2)N2CCCC2)C=CC1F